N-[5-[(3-amino-6-phenyl-2-pyridyl)amino]-6-methyl-2-pyridyl]-4-(5-oxo-4H-1,2,4-thiadiazol-3-yl)benzamide NC=1C(=NC(=CC1)C1=CC=CC=C1)NC=1C=CC(=NC1C)NC(C1=CC=C(C=C1)C1=NSC(N1)=O)=O